4,4-difluoro-5'-methyl-N-(7-methyl-[1,2,4]triazolo[1,5-a]pyridin-6-yl)-5',7'-dihydrospiro[cyclohexane-1,8'-imidazo[1,2-e]purin]-2'-amine FC1(CCC2(CN=C3N2C=2N=C(N=CC2N3C)NC=3C(=CC=2N(C3)N=CN2)C)CC1)F